C1(CCCC1)N(C(=O)C=1N=C(SC1)C=1C=NN(C1)C1=CC=CC=C1)CC(C)C N-cyclopentyl-N-(2-methylpropyl)-2-(1-phenyl-1H-pyrazol-4-yl)-1,3-thiazole-4-carboxamide